BrC=1C=C(NC1)C(=O)N1CCN(CC1)C(=O)C1=CC=C(C=C1)C1=NC2=C(N1)C=CC=C2C(=O)N 2-(4-(4-(4-bromo-1H-pyrrole-2-carbonyl)piperazine-1-carbonyl)phenyl)-1H-benzo[d]imidazole-4-carboxamide